7-bromo-1-methyl-1H-pyrrolo[3,2-c]pyridine BrC=1C2=C(C=NC1)C=CN2C